NC1=NC=NN2C1=C(C=C2C2CCOCC2)C2=C(C=C(C=C2)C2=C(C(N(C=C2)C2=CC=CC=C2)=O)C(=O)N)F {4-[4-amino-7-(tetrahydro-2H-pyran-4-yl)pyrrolo[2,1-f][1,2,4]triazin-5-yl]-3-fluorophenyl}-2-oxo-1-phenyl-1,2-dihydropyridine-3-carboxamide